5-((2-(2,2-difluoroethoxy)pyridin-4-yl)amino)-3-(4-(ethylsulfonamido)phenyl)-1H-pyrazole-4-carboxamide FC(COC1=NC=CC(=C1)NC1=C(C(=NN1)C1=CC=C(C=C1)NS(=O)(=O)CC)C(=O)N)F